2-(4-methoxyphenyl)-4-phenylpentanedioic acid COC1=CC=C(C=C1)C(C(=O)O)CC(C(=O)O)C1=CC=CC=C1